C12N(CCNC2C1)C(CC1=CC=C(C=C1)NC(=O)NCC1=CC=C(C=C1)Cl)=O N-{4-[2-(2,5-diazabicyclo[4.1.0]hept-2-yl)-2-oxoethyl]phenyl}{[(4-chlorophenyl)methyl]amino}carboxamide